N2-Isopropyl-4-methyl-N5-((R)-3,3,3-trifluoro-2-(((S)-11-oxo-2,3,10,11-tetrahydro-1H,5H-benzo[d]pyrazolo[1,2-a][1,2]diazepin-10-yl)carbamoyl)propyl)thiazole-2,5-dicarboxamide C(C)(C)NC(=O)C=1SC(=C(N1)C)C(=O)NC[C@@H](C(F)(F)F)C(N[C@H]1C2=C(CN3N(C1=O)CCC3)C=CC=C2)=O